(Z)-N-((2H-indazol-7-yl)methylene)-2-methylpropan-2-sulfinamide N=1NC=C2C=CC=C(C12)\C=N/S(=O)C(C)(C)C